Cl.N1=C(C=CC=C1)CC(=O)O 2-(pyridin-2-yl)acetic acid hydrochloride salt